S-(4-((tert-butoxycarbonyl) amino) butyl) thioacetate C(C)(=O)SCCCCNC(=O)OC(C)(C)C